ClC1=NC2=C(C(=CC=C2C(=N1)N1C[C@@H](N(CC1)C(=O)OC(C)(C)C)CC#N)C1=CC=CC2=CC=CC(=C12)C#C[Si](C(C)C)(C(C)C)C(C)C)F tert-butyl (S)-4-(2-chloro-8-fluoro-7-(8-((triisopropylsilyl)ethynyl)naphthalen-1-yl)quinazolin-4-yl)-2-(cyanomethyl)piperazine-1-carboxylate